[4-(difluoromethyl)phenyl]-3-oxo-2-(pyridin-3-yl)-2,3-dihydropyridazine-4-carboxylic acid FC(C1=CC=C(C=C1)C1=C(C(N(N=C1)C=1C=NC=CC1)=O)C(=O)O)F